(Z)-6-nonen-1-yl formate C(=O)OCCCCC\C=C/CC